C1(CCCCC1)P(C1=C(C(=CC=C1OC)OC)C1=C(C=C(C=C1C(C)C)C(C)C)C(C)C)C1CCCCC1 dicyclohexyl-[3,6-dimethoxy-2',4',6'-tris(propan-2-yl)biphenyl-2-yl]phosphane